C(C)(C)(C)OC(N(C)CCO)=O.C(C=C)(=O)OCCCS(=O)(=O)[O-].[K+] potassium 3-acryloxypropanesulfonate tert-butyl-N-(2-hydroxyethyl)-N-methylcarbamate